CC1CC(C(NC1)=O)C(C1=CC(=C(C(=C1)F)F)F)=O 5-methyl-2-oxo-3-(3,4,5-trifluorobenzoyl)piperidine